C12(C=CC(CC1)C2)C#N norbornene-nitrile